ClCC=1C=C(CNC([O-])=O)C=CC1 (3-(chloromethyl)benzyl)carbamate